Cyclopentane-1,3-Dimethanol C1(CC(CC1)CO)CO